tert-butyl 3-((6-((4-fluorocyclohexyl)amino)-2-(4-methylthiazol-2-yl)pyrimidin-4-yl)oxy)azetidine-1-carboxylate FC1CCC(CC1)NC1=CC(=NC(=N1)C=1SC=C(N1)C)OC1CN(C1)C(=O)OC(C)(C)C